Tripyrrolidinophosphan oxid N1(CCCC1)P(N1CCCC1)(N1CCCC1)=O